C(C)(C)(C)OC(=O)N1CC2(C1)CN(CC2)C2=NC1=CC(=CC=C1C=C2C(=O)OC)C2CC2 methyl 2-(2-(tert-butoxycarbonyl)-2,6-diazaspiro[3.4]octan-6-yl)-7-cyclopropylquinoline-3-carboxylate